CC1=C(C=CC=C1C1=NC(=NO1)C=1C=C(CNCC(=O)O)C=CC1)C1=CC=CC=C1 (3-(5-(2-methyl-[1,1'-biphenyl]-3-yl)-1,2,4-oxadiazol-3-yl)benzyl)glycine